C(C)(C)(C)OC(=O)N1CCN(CC1)C1=NC(=NC(=N1)C=1C(=NC(=NC1)N)C(F)(F)F)N1CCOCC1 4-(4-(2-amino-4-(trifluoromethyl)pyrimidin-5-yl)-6-morpholino-1,3,5-triazin-2-yl)piperazine-1-carboxylic acid tert-butyl ester